C(C=C)N(C(=O)C=1C(=C(C(=CC1CCCCC)O)C1CCCC(=C1)C)O)C N-allyl-2,6-dihydroxy-N,5'-dimethyl-4-pentyl-1',2',3',4'-tetrahydro-[1,1'-biphenyl]-3-carboxamide